N-(2-(chloromethyl)-4-methyl-phenyl)-4-methylbenzenesulfonamide ClCC1=C(C=CC(=C1)C)NS(=O)(=O)C1=CC=C(C=C1)C